AMINOBENZIMIDAZOL NC=1NC2=C(N1)C=CC=C2